Cl.NC[C@H](CC(=O)OCCNC(C)=O)CC(C)C 2-acetamidoethyl (3S)-3-(aminomethyl)-5-methylhexanoate hydrochloride